tert-Butyl (3R)-4-(10-hydroxy-10-((5-(methylsulfinyl)-2-oxo-4-phenylpyridin-1(2H)-yl)methyl)-7-azaspiro[4.5]decane-7-carbonyl)-3-phenylpiperazine-1-carboxylate OC1(CCN(CC12CCCC2)C(=O)N2[C@@H](CN(CC2)C(=O)OC(C)(C)C)C2=CC=CC=C2)CN2C(C=C(C(=C2)S(=O)C)C2=CC=CC=C2)=O